C1(CC1)C(=O)NC1=NC=C(C(=O)NOCC)C(=C1)NC1=C(C(=CC=C1)C1=NN(C=N1)C)OC 6-(Cyclopropanecarboxamido)-N-ethoxy-4-((2-methoxy-3-(1-methyl-1H-1,2,4-triazol-3-yl)phenyl)amino)nicotinamide